CCCCCCCCC(CCCCCCCC)OC(CCCCCCCC(CCCCCCCCCC)OC(CCCN(C)C)=O)=O 9-((4-(dimethylamino)butyryl)oxy)nonadecanoic acid heptadecan-9-yl ester